[(3R)-3-piperidyl]methyl 5-[[4-[[2-(6-methyl-2-pyridyl)pyrimidin-4-yl]amino]pyrimidin-2-yl]amino]pyridine-2-carboxylate CC1=CC=CC(=N1)C1=NC=CC(=N1)NC1=NC(=NC=C1)NC=1C=CC(=NC1)C(=O)OC[C@H]1CNCCC1